ClC1=C(C=CC=C1)C1=CC(C=2C(=C3C=CC(OC3=CC2OC)(C)C)O1)=O 2-(2-chlorophenyl)-5-methoxy-8,8-dimethyl-4H,8H-pyrano[2,3-f]chromen-4-one